COC1=CC=C2C=C(NC2=C1)CNC(=O)N1CCCC1 N-((6-methoxy-1H-indol-2-yl)methyl)pyrrolidine-1-carboxamide